(1S,2S,3S)-N-(7-chloro-6-(4-((3R,4R)-4-hydroxy-3-methyltetrahydrofuran-3-yl)piperazin-1-yl)isoquinolin-3-yl)-2-methyl-3-(pyridin-2-yl)cyclopropane-1-carboxamide ClC1=C(C=C2C=C(N=CC2=C1)NC(=O)[C@H]1[C@H]([C@@H]1C1=NC=CC=C1)C)N1CCN(CC1)[C@@]1(COC[C@@H]1O)C